2-(2,6-Dichloro-phenyl)-6-(4,5-diphenyl-oxazol-2-yl)-1H-benzoimidazole ClC1=C(C(=CC=C1)Cl)C1=NC2=C(N1)C=C(C=C2)C=2OC(=C(N2)C2=CC=CC=C2)C2=CC=CC=C2